trimethylphenyl-diphenyl-phosphorus oxide diphenyl-phosphate C1(=CC=CC=C1)OP(=O)(OC1=CC=CC=C1)[O-].CC1=C(C(=C(C=C1)[P+](C1=CC=CC=C1)(C1=CC=CC=C1)=O)C)C